CC1(CC2(OCCO2)CCC1NC=1C=C2C(=CN1)OC(=C2)C(=O)N)C 5-((7,7-dimethyl-1,4-dioxaspiro[4.5]decan-8-yl)amino)furo[2,3-c]pyridine-2-carboxamide